methyl 1-[[5-[5-(trifluoromethyl)-1,2,4-oxadiazol-3-yl]-2-thienyl]methyl]pyrazole-3-carboxylate FC(C1=NC(=NO1)C1=CC=C(S1)CN1N=C(C=C1)C(=O)OC)(F)F